CN1C(=NC2=C1C=CC=C2)CCC2=CC=C(C=C2)C2=NN(C=C2C2=CC=NC=C2)C 1-methyl-2-{2-[4-(1-methyl-4-pyridin-4-yl-1H-pyrazol-3-yl)-phenyl]-ethyl}-1H-benzimidazole